N1CC(C1)CNC1=CC(=C2CN(C(C2=C1)=O)C1CCC(CC1)C(=O)NC1=CC(=C(C=C1)C)OC)Br (1s,4s)-4-(6-(Azetidin-3-ylmethylamino)-4-bromo-1-oxoisoindolin-2-yl)-N-(3-methoxy-4-methylphenyl)cyclohexanecarboxamide